COC(NCC1CCN(CC1)CC1=CC(=NC(=C1)OC=1C=NC(=NC1)N1CCNCC1)C1=CC(=CC(=C1)Cl)Cl)=O methyl((1-((2-(3,5-dichlorophenyl)-6-((2-(piperazin-1-yl)pyrimidin-5-yl)oxy)pyridin-4-yl)methyl)piperidin-4-yl)methyl)carbamate